2-(4-(9-benzyl-6-(1-methylcyclopropoxy)-9H-purin-8-yl)-3-chlorophenoxy)-1-(piperazin-1-yl)ethan-1-one C(C1=CC=CC=C1)N1C2=NC=NC(=C2N=C1C1=C(C=C(OCC(=O)N2CCNCC2)C=C1)Cl)OC1(CC1)C